6-(2-hydroxy-2-methylpropoxy)-4-(6-(6-(quinoxaline-6-carbonyl)-3,6-diazabicyclo[3.1.1]heptan-3-yl)pyridin-3-yl)pyrazolo[1,5-a]pyridine-3-carbonitrile OC(COC=1C=C(C=2N(C1)N=CC2C#N)C=2C=NC(=CC2)N2CC1N(C(C2)C1)C(=O)C=1C=C2N=CC=NC2=CC1)(C)C